1-[4-bromophenyl]-4-[4-(o-tolyl)piperazin-1-yl]butane-1,4-dione BrC1=CC=C(C=C1)C(CCC(=O)N1CCN(CC1)C1=C(C=CC=C1)C)=O